(3-cyanophenyl)-1-hydroxy-4-phenyl-1H-imidazole C(#N)C=1C=C(C=CC1)C=1N(C=C(N1)C1=CC=CC=C1)O